(2S,5S)-5-(((tert-butyldimethylsilyl)oxy)methyl)-2-methyl-4-(1-(quinoxalin-6-yl)ethyl)piperazine-1-carboxylic acid tert-butyl ester C(C)(C)(C)OC(=O)N1[C@H](CN([C@@H](C1)CO[Si](C)(C)C(C)(C)C)C(C)C=1C=C2N=CC=NC2=CC1)C